N-methyl-γ-aminobutyrate CNCCCC(=O)[O-]